bromo-5-(2-methoxy-1-methyl-vinyl)pyridine BrC1=NC=C(C=C1)C(=COC)C